N-[(2S)-1-[(2S,4R)-4-hydroxy-2-[5-[2-(trifluoromethyl)phenyl]-1H-imidazol-2-yl]pyrrolidin-1-yl]-3,3-dimethyl-1-oxobutan-2-yl]acetamide O[C@@H]1C[C@H](N(C1)C([C@H](C(C)(C)C)NC(C)=O)=O)C=1NC(=CN1)C1=C(C=CC=C1)C(F)(F)F